BrC=1C(=C(C=CC1)C1=CC(=C(C(=C1)OC)C=O)F)Cl 3'-bromo-2'-chloro-3-fluoro-5-methoxy-[1,1'-biphenyl]-4-carbaldehyde